4-(2-Amino-2-methylpropanoyl)-N-(1-(4-(2-((6-aminospiro[3.3]heptan-2-yl)(2-hydroxyethyl)amino)propyl)phenyl)-2-oxo-1,2-dihydropyrimidin-4-yl)piperazine-1-carboxamide Hydrochloride Salt Cl.NC(C(=O)N1CCN(CC1)C(=O)NC1=NC(N(C=C1)C1=CC=C(C=C1)CC(C)N(CCO)C1CC2(C1)CC(C2)N)=O)(C)C